COC(=O)C1=CC=NC2=CC(=CC=C12)C(C)O 7-(1-hydroxyethyl)quinoline-4-carboxylic acid methyl ester